N-((3S)-7-(3,8-diazabicyclo[3.2.1]octan-3-yl)-5,6-difluorochroman-3-yl)-3-amino-6-methylthieno[2,3-b]pyridine-2-carboxamide C12CN(CC(CC1)N2)C2=C(C(=C1C[C@@H](COC1=C2)NC(=O)C2=C(C=1C(=NC(=CC1)C)S2)N)F)F